N[C@@H](COC1=CC=C(C=C1)C=1C=C2C(=CC=NC2=CC1)C(=O)OC)CC=1C=C2C=CN=CC2=CC1 (R)-methyl 6-(4-(2-amino-3-(isoquinolin-6-yl)propoxy)phenyl)quinoline-4-carboxylate